FC(C=1C(=C(C=CC1)[C@@H](C)NC1=NC(=NC2=CC(=C(C=C12)OC)O)C)F)F (R)-4-((1-(3-(difluoromethyl)-2-fluorophenyl)ethyl)amino)-6-methoxy-2-methyl-quinazolin-7-ol